5-(Butylamino)-N-(5-cyanothiazol-2-yl)-[1,1'-biphenyl]-2-carboxamide C(CCC)NC1=CC=C(C(=C1)C1=CC=CC=C1)C(=O)NC=1SC(=CN1)C#N